CN(C1CCNCC1)C N,N-dimethyl-piperidin-4-amine